5-(6-(difluoromethyl)-5-methylpyridin-3-yl)-9-fluoro-1-methyl-1,2-dihydro-spiro[benzo[e][1,4]diazepine-3,1-cyclopropane] FC(C1=C(C=C(C=N1)C=1C2=C(N(CC3(CC3)N1)C)C(=CC=C2)F)C)F